3,4-dichloro-N-(2-(4-(3,4-dichloro-phenyl)piperazin-1-yl)ethyl)benzamide ClC=1C=C(C(=O)NCCN2CCN(CC2)C2=CC(=C(C=C2)Cl)Cl)C=CC1Cl